ethyl 4-chloropyrazole-3-carboxylate ClC=1C(=NNC1)C(=O)OCC